3-(7-fluoro-3-oxo-2,3-dihydro-4H-benzo[b][1,4]thiazin-4-yl)propanoic acid FC=1C=CC2=C(SCC(N2CCC(=O)O)=O)C1